CN1CC2=CC=CC=C2CC1(C)C 2,3,3-trimethyl-1,2,3,4-tetrahydroisoquinoline